C(C)(=O)C=1C(=C(NC1C)C1=NC2=C(N1)C=C(C=C2)N2CCN(CC2)C2CCN(CC2)C2=C1C(N(C(C1=CC=C2)=O)C2C(NC(CC2)=O)=O)=O)C2=CC=CC=C2 4-(4-(4-(2-(4-acetyl-5-methyl-3-phenyl-1H-pyrrol-2-yl)-1H-benzo[d]imidazol-6-yl)piperazin-1-yl)piperidin-1-yl)-2-(2,6-dioxopiperidin-3-yl)isoindoline-1,3-dione